S(N)(=O)(=O)NCCC1CN(C1)C1=NC(=NC2=CC(=C(C=C12)OC)OC)C1=CC=CC=C1 4-(3-(2-sulfamoylaminoethyl)azetidine-1-yl)-6,7-dimethoxy-2-phenylquinazoline